(Z)-2-((2-(((3-(dimethylamino)propoxy)carbonyl)oxy)tetradecanoyl)oxy)propane-1,3-diylbis(octadeca-9,12-dienoate) CN(CCCOC(=O)OC(C(=O)OC(CCCCCCC=CCC=CCCCCCCCC(=O)[O-])CCCCCCC=CC\C=C/CCCCCCCC(=O)[O-])CCCCCCCCCCCC)C